OCC1=CC=C(C=C1)CO [4-(hydroxymethyl)phenyl]methanol